ethyl 4-(5-methoxy-6-vinyl-isoindolin-2-yl)-4-oxo-butanoate COC=1C=C2CN(CC2=CC1C=C)C(CCC(=O)OCC)=O